ClC=1C=C(C=C(C1)NS(=O)(=O)C)NC(=O)C1=CN(C(=C1)C)C1=NC=C(C=N1)N1C(CCC1)=O N-(3-chloro-5-(methylsulfonamido)phenyl)-5-methyl-1-(5-(2-oxopyrrolidin-1-yl)pyrimidin-2-yl)-1H-pyrrole-3-carboxamide